C1(CCCCC1)NC(CN1S(C2=C(C3=C1C=CC=C3C(F)(F)F)C=CC=C2)(=O)=O)=O N-cyclohexyl-2-[5,5-dioxido-10-(trifluoromethyl)-6H-dibenzo[c,e][1,2]thiazin-6-yl]acetamide